C(C1CO1)OCCC[Si](OC)(C)C γ-glycidoxypropyldimethylmethoxysilane